nonadecane-5,10-diol CCCCC(CCCCC(CCCCCCCCC)O)O